2-Hydroxy-5-methoxy-N-[2-(4-hydroxy-3-methoxyphenyl)ethyl]amid OC(C[NH-])C1=CC(=C(C(=C1)OC)O)OC